NC1=C2C(=NC=N1)N(N=C2C2=CC=C(C=C2)OC2=CC=CC=C2)[C@H]2CN(C[C@@H](C2)OC)C(C=C)=O ((3R,5R)-3-(4-amino-3-(4-phenoxyphenyl)-1H-pyrazolo[3,4-d]pyrimidin-1-yl)-5-methoxypiperidin-1-yl)prop-2-en-1-one